OC1=CC=C(C=C2C(N(C(N(C2=O)C)=O)C)=O)C=C1 5-(4-hydroxybenzylidene)-1,3-dimethylpyrimidine-2,4,6(1H,3H,5H)-trione